(6-(difluoromethoxy)pyridin-3-yl)-5-nitropyrimidine-2,4-diamine FC(OC1=CC=C(C=N1)C1=C(C(=NC(=N1)N)N)[N+](=O)[O-])F